(3aS,5aR,9aR,9bS)-3a-ethyl-6,6,9a-trimethyldodecahydronaphtho[2,1-b]furan C(C)[C@@]12OCC[C@H]1[C@@]1(CCCC([C@H]1CC2)(C)C)C